1,2-di[(8Z)-octadecenoyl]-sn-glycero-3-phosphocholine C(C=CCCCCCCCCCCCCCCC)(=O)OC[C@@H](OC(C=CCCCCCCCCCCCCCCC)=O)COP(=O)([O-])OCC[N+](C)(C)C